1-Chloro-9,9-dimethyl-6-(2-(piperidin-1-yl)ethoxy)-9,10-dihydroacridine ClC1=CC=CC=2NC3=CC(=CC=C3C(C12)(C)C)OCCN1CCCCC1